(4-(trifluoromethyl)benzyl) bromide FC(C1=CC=C(CBr)C=C1)(F)F